dibenzyl 4-(5-(1-(2-amino-2-oxoethyl) piperidin-4-yl)-2-(7,8-dimethyl-[1,2,4]triazolo[1,5-a]pyridin-6-yl)-3-isopropyl-1H-indol-1-yl)-4-oxobutyl phosphate P(=O)(OCC1=CC=CC=C1)(OCC1=CC=CC=C1)OCCCC(=O)N1C(=C(C2=CC(=CC=C12)C1CCN(CC1)CC(=O)N)C(C)C)C=1C(=C(C=2N(C1)N=CN2)C)C